C1(CCCCC1)C1(CCC2(OCCO2)CC1)C#N 8-cyclohexyl-1,4-dioxaspiro[4.5]decane-8-carbonitrile